C1(CCC1)N1C=C(C=2C1=NC=C(C2C)C(=O)OC)C methyl 1-cyclobutyl-3,4-dimethylpyrrolo[2,3-b]pyridine-5-carboxylate